FC1=CC=C(CC=2N=C(C3=C(N2)CN(CC3)C(CC)=O)C3=NN(C=C3)C)C=C1 1-(2-(4-fluorobenzyl)-4-(1-methyl-1H-pyrazol-3-yl)-5,8-dihydropyrido[3,4-d]pyrimidin-7(6H)-yl)propan-1-one